C(C)OC(=O)C=1NC(=C(C1)NC(=O)OC(C)(C)C)C=1C=NN(C1C#N)C 4-(Tert-Butoxycarbonylamino)-5-(5-cyano-1-methyl-pyrazol-4-yl)-1H-pyrrole-2-carboxylic acid ethyl ester